2,7-dichloro-8-fluoro-1-(3-(1-((2-(trimethylsilyl)ethoxy)methyl)1H-1,2,4-triazol-5-yl)piperidin-1-yl)pyrido[4,3-d]pyrimidine ClC1N=CC2=C(N1N1CC(CCC1)C1=NC=NN1COCC[Si](C)(C)C)C(=C(N=C2)Cl)F